methyl 2-((4-(5-fluoro-4-(methoxymethoxy)pyrimidin-2-yl)cyclohex-3-en-1-yl)methyl)-1-(2-methoxyethyl)-1H-benzo[d]imidazole-6-carboxylate FC=1C(=NC(=NC1)C1=CCC(CC1)CC1=NC2=C(N1CCOC)C=C(C=C2)C(=O)OC)OCOC